C1(CCCCC1)N=C=NC1=CC=C(C2=CC=CC=C12)N(C)C N-cyclohexyl-N'-[4-(dimethylamino)-α-naphthyl]carbodiimide